C1(CCCC1)C1=NOC(=N1)CSC1=NC(=CC=N1)C 2-{[(3-cyclopentyl-1,2,4-oxadiazol-5-yl)methyl]sulfanyl}-6-methylpyrimidin